ClC1=CC(=C(C=C1)C1=CC=C2CN(C(C2=C1)=O)C1=NC(=CC(=C1)CNC(C)C1CC1)Cl)C1=NN=CN1C 6-(4-Chloro-2-(4-methyl-4H-1,2,4-triazol-3-yl)phenyl)-2-(6-chloro-4-(((1-cyclopropylethyl)amino)methyl)pyridin-2-yl)isoindolin-1-one